6-(4-amino-1-(4-chlorophenyl)-2-oxo-7-(trifluoromethyl)-1,2-dihydro-1,8-naphthyridin-3-yl)quinoxaline-2-carbonitrile NC1=C(C(N(C2=NC(=CC=C12)C(F)(F)F)C1=CC=C(C=C1)Cl)=O)C=1C=C2N=CC(=NC2=CC1)C#N